ClC1=C(C(=O)N2COC3=C(C2)C=CC=C3C3=C(C(=C(C(=O)O)C=C3)N3CCOCC3)F)C(=CC(=C1)C=1C=NN(C1)C)Cl 4-[3-[2,6-dichloro-4-(1-methylpyrazol-4-yl)benzoyl]-2,4-dihydro-1,3-benzoxazin-8-yl]-3-fluoro-2-morpholin-4-yl-benzoic acid